NC1=NC=CC=C1C1=NC=2C(=NC(=CC2)C2=NC=C(C=C2)C(F)(F)F)N1C1=CC=C(CN2CCC(CC2)NC2=NC(=NC=C2)C#N)C=C1 4-((1-(4-(2-(2-Aminopyridin-3-yl)-5-(5-(trifluoromethyl)pyridin-2-yl)-3H-imidazo[4,5-b]pyridin-3-yl)benzyl)piperidin-4-yl)amino)pyrimidine-2-carbonitrile